ClC1=C(C=C(C=C1)B(O)O)C(F)(F)F [4-chloro-3-(trifluoromethyl)phenyl]boronic acid